C(=O)(O)CCCCCCCCCCSSCCCCCCCCCCC(=O)O bis(10-carboxydecyl) disulfide